OC=1C=C2CC[C@@H]([C@@H](C2=CC1)C1=CC=C(C=C1)C1CCN(CC1)C1CCN(CC1)C[C@H]1[C@@H](CCCC1)C=O)C1=CC=CC=C1 (1R,2R)-2-((4-(4-((1R,2S)-6-hydroxy-2-phenyl-1,2,3,4-tetrahydronaphthalen-1-yl)phenyl)-[1,4'-bipiperidin]-1'-yl)methyl)cyclohexane-1-carbaldehyde